phenoselenazin C1=CC=CC=2[Se]C3=CC=CC=C3NC12